C(C)OC(=O)[C@@H]1[C@@]2(C([C@@H]2CN1)(C)C)C(=O)OC(C)(C)C Boc-(1R,2S,5S)-6,6-dimethyl-3-azabicyclo[3.1.0]Hexane-2-carboxylic acid ethyl ester